(7R)-N-(2-cyclohexyl-4-(4-(trifluoromethyl)phenethyl)phenyl)-7,8-difluorooctanamide C1(CCCCC1)C1=C(C=CC(=C1)CCC1=CC=C(C=C1)C(F)(F)F)NC(CCCCC[C@H](CF)F)=O